6-fluoroindolinone FC1=CC=C2CC(NC2=C1)=O